C1(CC1)S(=O)(=O)C1=C(C=CC(=C1)NC1=NN(C(=C1)C)C1OCCCC1)C=1SC(=CN1)C1CCC(CC1)NC(OC(C)(C)C)=O tert-butyl (4-(2-(2-(cyclopropylsulfonyl)-4-((5-methyl-1-(tetrahydro-2H-pyran-2-yl)-1H-pyrazol-3-yl) amino)phenyl)thiazol-5-yl)cyclohexyl)carbamate